4-(3-Carboxy-2,5-dihydroxyphenyl)-6-(3-carboxymethyl-2,5-dihydroxyphenyl)-1,3,5-triazin-2-one C(=O)(O)C=1C(=C(C=C(C1)O)C1=NC(NC(=N1)C1=C(C(=CC(=C1)O)CC(=O)O)O)=O)O